CN(CCN(CCC(=O)NCCN)CCC(=O)NCCN)C 3,3'-((2-(dimethylamino)ethyl)imino)bis(N-(2-aminoethyl)propionamide)